1,10-decaanediol dimethacrylate C(C(=C)C)(=O)OCCCCCCCCCCOC(C(=C)C)=O